3,6-bis(4-(4-nitrobenzoylamino)-2-trifluoromethylphenoxy)benzonorbornene [N+](=O)([O-])C1=CC=C(C(=O)NC2=CC(=C(OC3C4C5=C(C3CC4)C=C(C=C5)OC5=C(C=C(C=C5)NC(C5=CC=C(C=C5)[N+](=O)[O-])=O)C(F)(F)F)C=C2)C(F)(F)F)C=C1